7-chloro-6-(6-chloro-1-{[2-(trimethylsilyl)ethoxy]methyl}pyrrolo[2,3-b]pyridin-3-yl)-5-methoxy-1,3-benzothiazole ClC1=C(C(=CC=2N=CSC21)OC)C2=CN(C1=NC(=CC=C12)Cl)COCC[Si](C)(C)C